C1(CCCCC1)C1CC1C(=O)N cyclohexyl-3-cyclopropanecarboxamide